3-TRIMETHYLSILYLPROPYNAL C[Si](C#CC=O)(C)C